7-amino-6-(3-methylnaphthalen-1-yl)pyrazolo[1,5-a]pyrimidine-3-carboxylic acid NC1=C(C=NC=2N1N=CC2C(=O)O)C2=CC(=CC1=CC=CC=C21)C